benzyl 4-(4-azidobutoxy)piperidine-1-carboxylate N(=[N+]=[N-])CCCCOC1CCN(CC1)C(=O)OCC1=CC=CC=C1